C1(CC1)NCC1=C(C(=CC=C1)C(F)(F)F)C (R)-cyclopropyl-(2-methyl-3-(trifluoromethyl)phenyl)methylamine